N1C=C(C2=CC=CC=C12)CC(\C=C\1/C=NC2=CC=CC=C12)=O (3Z)-1-(1H-indol-3-yl)-3-indol-3-ylidenepropan-2-one